COC(=O)C1=C(C2=C(C3=NC=C(C=C3N2C(C2CCOCC2)C2=NC=CC=C2F)Br)S1)OC 6-bromo-4-((3-fluoropyridin-2-yl)(tetrahydro-2H-pyran-4-yl)methyl)-3-methoxy-4H-thieno[2',3':4,5]pyrrolo[3,2-b]pyridine-2-carboxylic acid methyl ester